CN1[C@H]2CN[C@H]2CC1 (1S,5S)-2-methyl-2,6-diazabicyclo[3.2.0]heptan